unDecyl alcohol C(CCCCCCCCCC)O